2-chloro-4-((pyrrolidin-1-ylsulfonyl)carbamoyl)benzoic acid ClC1=C(C(=O)O)C=CC(=C1)C(NS(=O)(=O)N1CCCC1)=O